CC=1N(C2=CC=CC=C2C1C=O)CCOC1=CC=C(C=C1)S(=O)(=O)C 2-methyl-1-(2-(4-methylsulfonylphenoxy)ethyl)-1H-indole-3-carbaldehyde